BrC=1N=NN(C1C(=O)O)CCC 4-bromo-1-propyl-1H-1,2,3-triazol-5-carboxylic acid